NC1=CC(=C2O[C@@H](CCCOCC(C3=NN=C(C1=N2)O3)(O)C(F)(F)F)C)C(F)(F)F (12R)-17-amino-12-methyl-6,15-bis(trifluoromethyl)-8,13,19-trioxa-3,4,18-triazatricyclo[12.3.1.12,5]nonadeca-1(18),2,4,14,16-pentaen-6-ol